(S)-N-(3-(3'-Chloro-6-methoxy-5-((((5-oxopyrrolidin-2-yl)methyl)amino)methyl)-[2,4'-bipyridin]-2'-yl)-2-fluorophenyl)-5-(((2-hydroxyethyl)amino)methyl)picolinamide ClC=1C(=NC=CC1C1=NC(=C(C=C1)CNC[C@H]1NC(CC1)=O)OC)C=1C(=C(C=CC1)NC(C1=NC=C(C=C1)CNCCO)=O)F